8-phenyl-2-(1-piperazinyl)-4H-1-benzopyran-4-one, dihydrochloride Cl.Cl.C1(=CC=CC=C1)C1=CC=CC=2C(C=C(OC21)N2CCNCC2)=O